COC=1C=C2C(C=C(OC2=CC1)C1=CC(=CC=C1)OC1=CC=CC=C1)=O 6-methoxy-2-(3-phenoxyphenyl)-4H-chromen-4-one